6-{[5-(2-Aminopropan-2-yl)pyridin-2-yl]amino}-4-{[4-(5-fluoropyrimidin-2-yl)-3-methoxypyridin-2-yl]amino}-N-(2H3)methylpyridazin-3-carboxamid NC(C)(C)C=1C=CC(=NC1)NC1=CC(=C(N=N1)C(=O)NC([2H])([2H])[2H])NC1=NC=CC(=C1OC)C1=NC=C(C=N1)F